lamininal N[C@@H](CCCC[N+](C)(C)C)C=O